O=C1NC(CCC1N1C(C2=CC=C(C=C2C1=O)CN1CCC(CC1)C1=C(C=CC=C1)C(F)(F)F)=O)=O 2-(2,6-dioxopiperidin-3-yl)-5-((4-(2-(trifluoromethyl)phenyl)piperidin-1-yl)methyl)isoindoline-1,3-dione